FC(CN(CCC(C(=O)O)NC1=NC=NC=C1)CCCCC1=NC=2NCCCC2C=C1)F 4-((2,2-difluoroethyl)(4-(5,6,7,8-tetrahydro-1,8-naphthyridin-2-yl)butyl)amino)-2-(pyrimidin-4-ylamino)butanoic acid